(2R,3R,4S,5R)-4-(benzyloxy)-5-((benzyloxy)methyl)-5-(chloromethyl)-2-(5-fluoro-2,4-dioxo-3,4-dihydropyrimidin-1(2H)-yl)tetrahydrofuran-3-yl acetate C(C)(=O)O[C@H]1[C@@H](O[C@]([C@H]1OCC1=CC=CC=C1)(CCl)COCC1=CC=CC=C1)N1C(NC(C(=C1)F)=O)=O